2-((tert-butoxycarbonyl)(1-methylpiperidin-4-yl)amino)-5-((tert-butoxycarbonyl)amino)thiazole-4-carboxylic acid C(C)(C)(C)OC(=O)N(C=1SC(=C(N1)C(=O)O)NC(=O)OC(C)(C)C)C1CCN(CC1)C